(+)-amphetamine C[C@@H](CC1=CC=CC=C1)N